1-[4-[7-[6-amino-3-(trifluoromethyl)-2-pyridyl]-6-chloro-2-[[(2S)-1-(2-methoxyethyl)pyrrolidin-2-yl]methoxy]quinazolin-4-yl]piperazin-1-yl]prop-2-en-1-one NC1=CC=C(C(=N1)C1=C(C=C2C(=NC(=NC2=C1)OC[C@H]1N(CCC1)CCOC)N1CCN(CC1)C(C=C)=O)Cl)C(F)(F)F